ClC1=CC(=C(C=C1)C1OC2=C(C=CC=C2C(C1)=C=O)C1CCN(CC1)CC1=NC2=C(N1C[C@H]1OCC1)C=C(C=C2)C(=O)OC)F methyl 2-((4-(2-(4-chloro-2-fluorophenyl)-4-carbonyl chroman-8-yl) piperidin-1-yl) methyl)-1-(((S)-oxetan-2-yl) methyl)-1H-benzo[d]imidazole-6-carboxylate